CC=1C=2N(C=CC1)C(=NN2)C(F)(F)F 8-methyl-3-(trifluoromethyl)-[1,2,4]triazolo[4,3-a]pyridine